OC1=C(C(=CC=2OC3=CC(=C(C(=C3C(C12)=O)CC=C(C)C)OC)O)OC)CC=C(C)C 1,6-dihydroxy-3,7-dimethoxy-2,8-bis(3-methylbut-2-enyl)xanthen-9-one